(S)-[(2R,5S)-5-{[(1r,4S)-4-methoxycyclohexyl]methyl}-2-pyrrolidinyl](m-fluorophenyl)methanol COC1CCC(CC1)C[C@@H]1CC[C@@H](N1)[C@@H](O)C1=CC(=CC=C1)F